FC(C1=CC(=NC=C1)NCCN)(F)F N1-(4-(trifluoromethyl)pyridin-2-yl)ethane-1,2-diamine